3-PHENYLPROPYL ACETATE C(C)(=O)OCCCC1=CC=CC=C1